ClC=1C=C(C=NC1N1N=C(C=C1)C#C[C@@H](C)O)NC(=O)NC=1C=NC=2N(C1[C@H](C)OC)N=C(C2)Cl 1-(5-chloro-6-(3-((R)-3-hydroxybut-1-yn-1-yl)-1H-pyrazol-1-yl)pyridin-3-yl)-3-(2-chloro-7-((S)-1-methoxyethyl)pyrazolo[1,5-a]pyrimidin-6-yl)urea